tert-butyl 3-(7-(2-((tert-butoxycarbonyl)amino)-7-fluorobenzo[b]thiophen-4-yl)-2,8-difluoro-6-(trifluoromethyl)quinazolin-4-yl)-3,8-diazabicyclo[3.2.1]octane-8-carboxylate C(C)(C)(C)OC(=O)NC1=CC2=C(S1)C(=CC=C2C2=C(C=C1C(=NC(=NC1=C2F)F)N2CC1CCC(C2)N1C(=O)OC(C)(C)C)C(F)(F)F)F